B1=CC(=CC(=C1)O)O borabenzene-3,5-diol